5-bromo-4-methoxy-1-((2-(trimethyl-silyl)ethoxy)methyl)-1,3-dihydro-2H-pyrrolo[2,3-b]pyridin-2-one BrC=1C(=C2C(=NC1)N(C(C2)=O)COCC[Si](C)(C)C)OC